C(CCCCCCCC)OC(CCCCCCCC/C=C/CCO)OCCCCCCCCC (3E)-13,13-dinonyloxy-3-tridecen-1-ol